N,N-bis(trifluoroethyl)formamide FC(CN(C=O)CC(F)(F)F)(F)F